IC(C(C(I)(F)F)(F)F)(F)F 1,3-diiodoperFluoropropane